CN1N=CC(=C1C1=CC=2N(C=C1)N=C(C2)NC(=O)C2CC2)OC[C@@H]2N(CC2)C[C@@H]2OCCC2 N-(5-(1-methyl-4-(((R)-1-(((R)-tetrahydrofuran-2-yl)methyl)azetidin-2-yl)methoxy)-1H-pyrazol-5-yl)pyrazolo[1,5-a]pyridin-2-yl)cyclopropanecarboxamide